CN(CCNC(=O)C1=CC(=C2CN(C(NC2=C1)=O)C1CCC(CC1)C(NC1=CC(=C(C=C1)C)OC)=O)C)C N-(2-(dimethylamino)ethyl)-3-((1s,4s)-4-(3-methoxy-4-methylphenylcarbamoyl)cyclohexyl)-5-methyl-2-oxo-1,2,3,4-tetrahydroquinazoline-7-carboxamide